CN1C(C(C(C=C1)=O)NC(N[C@@H](CC(=O)O)C=1C=C(C=CC1)C1=C(C=CC=C1)OC(F)(F)F)=O)=O (S)-3-(3-(1-methyl-4-oxo-2-oxo-1,2-dihydropyridin-3-yl)ureido)-3-(2'-(trifluoromethoxy)biphenyl-3-yl)propanoic acid